O=C1NC(CCC1N1C(C2=CC=CC=C2C1=O)=O)=O 2-(2,6-dioxopiperidin-3-yl)isoindolin-1,3-dion